3-(5-(4-(5-methoxypyrimidin-2-yl)-1H-1,2,3-triazol-1-yl)-1-oxoisoindolin-2-yl)piperidine-2,6-dione COC=1C=NC(=NC1)C=1N=NN(C1)C=1C=C2CN(C(C2=CC1)=O)C1C(NC(CC1)=O)=O